[1-[(4,5-dichloro-2-methoxyphenyl)methyl]-2-phenylpiperidin-4-yl]methanol ClC1=CC(=C(C=C1Cl)CN1C(CC(CC1)CO)C1=CC=CC=C1)OC